(2R,3S,4S)-2-{[4-(2,3-dihydro-1H-isoindol-5-yl)phenyl]methyl}-4-hydroxypyrrolidin-3-yl N-benzylcarbamate C(C1=CC=CC=C1)NC(O[C@H]1[C@H](NC[C@@H]1O)CC1=CC=C(C=C1)C=1C=C2CNCC2=CC1)=O